N-methyl-4,5,6,7-tetrahydrothieno[2,3-c]pyridine-2-carboxamide CNC(=O)C1=CC2=C(CNCC2)S1